F[C@@H]1[C@H](CNC1)NC1=CC=CC(=N1)C1=CN=C2N1C=C(N=C2)N2C(NCC2)=O 1-(3-(6-(((3S,4S)-4-fluoropyrrolidin-3-yl)amino)pyridin-2-yl)imidazo[1,2-a]pyrazin-6-yl)imidazolidin-2-one